CC=1C(=C(C(=C2C(=NNC12)C(=O)C1CC1)C)C)C tetramethylcyclopropylcarbonylindazole